2-chloro-4-(1-(2-hydroxyethyl)-2-oxo-5-phenyl-1,2-dihydropyridin-4-yl)-6-methyl-1-tosyl-1,6-dihydro-7H-pyrrolo[2,3-c]pyridin-7-one ClC1=CC2=C(C(N(C=C2C2=CC(N(C=C2C2=CC=CC=C2)CCO)=O)C)=O)N1S(=O)(=O)C1=CC=C(C)C=C1